C(CCC)N1C2=NCCCN2CCC1 7-n-butyl-1,5,7-triazabicyclo[4.4.0]dec-5-ene